behenyl fluorododecyl-sulfonate Sodium [Na].FCCCCCCCCCCCCS(=O)(=O)OCCCCCCCCCCCCCCCCCCCCCC